2-chloro-4-((6,7-dimethoxyquinolin-4-yl)oxy)aniline ClC1=C(N)C=CC(=C1)OC1=CC=NC2=CC(=C(C=C12)OC)OC